2,4,5-trifluorothiophene FC=1SC(=C(C1)F)F